C[C@H]1CN(C[C@H](O1)C)C=1C=CC=2N(N1)C(=CN2)C=2C=C1C(=NC2)NC=C1C (2S,6R)-2,6-dimethyl-4-(3-(3-methyl-1H-pyrrolo[2,3-b]pyridin-5-yl)imidazo[1,2-b]pyridazin-6-yl)morpholine